2-methoxy-4-(2-methyl-5-(pyridin-4-yl)-3H-imidazo[4,5-b]pyridin-3-yl)benzaldehyde COC1=C(C=O)C=CC(=C1)N1C(=NC=2C1=NC(=CC2)C2=CC=NC=C2)C